ClC1=C(C=C(C=C1)N1CC(C2=NC(=CC=C21)C(=O)N2C[C@H]([C@@H](CC2)CC(=O)OC)OC)(C)C)F.FC(C(C(C(F)(F)F)(F)F)(F)F)(F)C=C (perfluorobutyl) ethylene methyl 2-((3S,4S)-1-(1-(4-chloro-3-fluorophenyl)-3,3-dimethyl-2,3-dihydro-1H-pyrrolo[3,2-b]pyridine-5-carbonyl)-3-methoxypiperidin-4-yl)acetate